IC1=CC2C(C=C1)(OC)S2 4-iodoanisole sulfide